C(C)OC(CC1=NC=2C=3C=CC=CC3OC2C(=N1)N1[C@@H](C[C@@H](C1)O)C(=O)OC(C)(C)C)=O tert-Butyl (2S,4S)-1-[4-(2-ethoxy-2-oxoethyl)-8-oxa-3,5-diazatricyclo[7.4.0.02,7]trideca-1(9),2(7),3,5,10,12-hexaen-6-yl]-4-hydroxypyrrolidine-2-carboxylate